{3,7-diazabicyclo[3.3.1]nonan-1-yl}methanethiol C12(CNCC(CNC1)C2)CS